CC1CC2=C(O1)C1=CC(=CC=C1C(C2=O)=O)OC(C=C)=O 2-methyl-4,5-dioxo-2,3,4,5-tetrahydronaphtho[1,2-b]furan-8-ylacrylate